C(CSCCS)SCCS 2'-[1,2-ethanediylbis(thio)]bis[ethanethiol]